OCCS(=O)(=O)NC1=CC(=C(C(=O)OC)C=C1)N1CCC2(CC2)CC1 methyl 4-((2-hydroxyethyl)sulfonamido)-2-(6-azaspiro[2.5]octan-6-yl)benzoate